[Li].COCC1=C(C=NN1)C(=O)O 5-(methoxymethyl)-1H-pyrazole-4-carboxylic acid lithium